ethyl 2-(2-chloro-4-cyanophenyl)-5-oxopyrazolidine-3-carboxylate ClC1=C(C=CC(=C1)C#N)N1NC(CC1C(=O)OCC)=O